7-octenyl-triethoxysilane C(CCCCCC=C)[Si](OCC)(OCC)OCC